(4-isopropyl-2-methylphenoxy)benzoic acid C(C)(C)C1=CC(=C(OC2=C(C(=O)O)C=CC=C2)C=C1)C